Cl.N[C@@H](CCC(=O)OC(C)(C)C)C(=O)N tert-butyl (4S)-4,5-diamino-5-oxopentanoate hydrochloride